tert-butyl (5R)-8-cyano-8-fluoro-5-methyl-5,7-dihydro-1,6-naphthyridine-6-carboxylate C(#N)C1(CN([C@@H](C=2C=CC=NC12)C)C(=O)OC(C)(C)C)F